ClC=1C=C(C=NC1)C1=NC(=C2N=CN(C2=N1)[C@H]1[C@@H]([C@@H]([C@H](O1)C(=O)NC([2H])([2H])[2H])O)O)NCC1=CC(=CC(=C1)F)F (2s,3s,4r,5r)-5-(2-(5-chloropyridin-3-yl)-6-(3,5-difluorobenzylamino)-9H-purin-9-yl)-3,4-dihydroxy-N-(methyl-d3)-tetrahydrofuran-2-carboxamide